1-spiro[2.3]hex-5-yl-3-(3-trifluoromethoxy-benzyl)-urea C1CC12CC(C2)NC(=O)NCC2=CC(=CC=C2)OC(F)(F)F